(R)-N-((R)-(4-bromothiophen-2-yl)(phenyl)methyl)-2-methylpropan-2-sulfinamide BrC=1C=C(SC1)[C@H](N[S@](=O)C(C)(C)C)C1=CC=CC=C1